(4-chloro-3-(5-(2-methyl-[1,1'-biphenyl]-3-yl)-1,3,4-oxadiazol-2-yl) benzyl) glycinate NCC(=O)OCC1=CC(=C(C=C1)Cl)C=1OC(=NN1)C=1C(=C(C=CC1)C1=CC=CC=C1)C